(E)-1-(2,4-dichloro-5-fluorophenyl)-2-((1-methyl-3-(trifluoromethyl)-1H-pyrazol-5-yl)oxy)ethan-1-one-O-propyn-1-yl oxime C(#CC)O\N=C(\COC1=CC(=NN1C)C(F)(F)F)/C1=C(C=C(C(=C1)F)Cl)Cl